C(C)(C)[C@@H]1N(CCN(C1)C)CC1=CC(=C2CN(C(C2=C1)=O)C1=CC(=CC=C1)C1(COC1)CC1=NN=CN1C)C(F)(F)F (S)-6-((2-isopropyl-4-methylpiperazin-1-yl)methyl)-2-(3-(3-((4-methyl-4H-1,2,4-triazol-3-yl)methyl)oxetan-3-yl)phenyl)-4-(trifluoromethyl)isoindolin-1-one